O1CCOC12CCC(CC2)C(=O)ON2C(C1=CC=CC=C1C2=O)=O (1,3-dioxoisoindolin-2-yl) 1,4-dioxaspiro[4.5]decane-8-carboxylate